C(C)(C)(C)OC(=O)N[C@H](CN1C=C(C=C(C1=O)F)C(=O)OC)C Methyl (S)-1-(2-((tert-butoxycarbonyl) amino) propyl)-5-fluoro-6-oxo-1,6-dihydropyridine-3-carboxylate